CC=1C=NC=C(C(=O)Cl)C1 5-methylnicotinoyl chloride